(E)-3-(4-Chlorophenyl)-1-[2,4-dihydroxy-6-[(2S,3R,4R,5S,6S)-3,4,5-trihydroxy-6-(hydroxymethyl)oxan-2-yl]oxyphenyl]prop-2-en-1-one ClC1=CC=C(C=C1)/C=C/C(=O)C1=C(C=C(C=C1O[C@@H]1O[C@H]([C@H]([C@H]([C@H]1O)O)O)CO)O)O